2-(4-chloro-2-fluoro-5-(2-oxo-2-(4-bromophenyl)ethoxy)phenyl)-4,5,6,7-tetrahydro-1H-isoindole-1,3(2H)-dione ClC1=CC(=C(C=C1OCC(C1=CC=C(C=C1)Br)=O)N1C(C=2CCCCC2C1=O)=O)F